5,11-eicosadiene CCCCC=CCCCCC=CCCCCCCCC